CN1N=CC(=C1)C1=CC2=C(O[C@@H](C(N2)=O)[C@@H](C2=CC=CC=C2)NC[C@@H](C)C2=CC=C(C#N)C=C2)N=C1 4-((S)-1-(((R)-((R)-7-(1-methyl-1H-pyrazol-4-yl)-2-oxo-2,3-dihydro-1H-pyrido[2,3-b][1,4]oxazin-3-yl)(phenyl)methyl)amino)propan-2-yl)benzonitrile